(12S)-18-Bromo-20-nitro-6-(trifluoromethyl)-22-oxa-3,4,16,21-tetraazatetracyclo[15.3.1.12,5.012,16]docosa-1(21),2,4,9,17,19-hexaen-6-ol BrC1=C2N3CCC[C@H]3CC=CCCC(C3=NN=C(C(C(=C1)[N+](=O)[O-])=N2)O3)(O)C(F)(F)F